tert-butyl (N-(4-((5-methoxy-3-methyl 4-oxo-3,4-dihydropyrido[3,4-d]pyridazin-7-yl)methyl)phenyl)sulfamoyl)carbamate COC1=NC(=CC2=C1C(N(N=C2)C)=O)CC2=CC=C(C=C2)NS(=O)(=O)NC(OC(C)(C)C)=O